tert-butyl (3-bromo-1,7-naphthyridin-8-yl)(methyl)carbamate BrC=1C=NC2=C(N=CC=C2C1)N(C(OC(C)(C)C)=O)C